C(C)(SCCC1=C(C=CC=C1)CN1N=NC2=C1N=C(N=C2N2CC(CC2)(F)F)C(C2=CC=CC=C2)(F)F)=O S-2-((5-(Difluoro(phenyl)methyl)-7-(3,3-difluoropyrrolidin-1-yl)-3H-[1,2,3]triazolo[4,5-d]pyrimidin-3-yl)methyl)phenethyl ethanethioate